nicotinic acid, Formate salt C(=O)O.C(C1=CN=CC=C1)(=O)O